C(C)(C)NC1CN(CC1)C(=O)N1CCN(C2=CC=CC=C12)CC1=NC=CC=C1 (3-(isopropylamino)pyrrolidin-1-yl)(4-(pyridin-2-ylmethyl)-3,4-dihydroquinoxalin-1(2H)-yl)methanone